(3R,5R,8R,9S,10S,12S,13R,14S,17R)-3,12-dihydroxy-10,13-dimethylhexadecane O[C@H](CC)CCCCCC[C@@H](C[C@@H]([C@@H](CCC)C)O)C